(R)-3-methyl-4-(7-(pyridin-4-yl)-2-(1H-pyrrolo[2,3-b]pyridin-4-yl)thieno[3,2-d]pyrimidin-4-yl)morpholine C[C@H]1N(CCOC1)C=1C2=C(N=C(N1)C1=C3C(=NC=C1)NC=C3)C(=CS2)C2=CC=NC=C2